ClC=1C(=NC(=NC1)NC1CCOCC1)C1=CC=C2CN(C(C2=C1)=O)CC(=O)N[C@H](CO)C1=CC(=CC=C1)C(F)(F)F 2-(6-{5-chloro-2-[(oxan-4-yl)amino]pyrimidin-4-yl}-1-oxo-2,3-dihydro-1H-isoindol-2-yl)-N-[(1S)-2-hydroxy-1-[3-(trifluoromethyl)phenyl]ethyl]acetamide